[K].C[SiH](C)C.C[SiH](C)C bis(trimethylsilane) potassium